1-N-(3-(3-chloro-2-(3-methoxy-4-(((((S)-5-oxopyrrolidin-2-yl)methyl)amino)methyl)phenyl)pyridin-4-yl)-2-methylphenyl)-5-(((((R)-5-oxopyrrolidin-2-yl)methyl)amino)methyl)picolinamide ClC=1C(=NC=CC1C=1C(=C(C=CC1)N1C(C=CC(=C1)CNC[C@@H]1NC(CC1)=O)C(=O)N)C)C1=CC(=C(C=C1)CNC[C@H]1NC(CC1)=O)OC